6-{[(5'S,7a'R)-5'-(2,3-difluorophenyl)-3'-oxotetrahydro-3'H-spiro[cyclobutane-1,2'-pyrrolo[2,1-b][1,3]oxazol]-3-yl]oxy}pyrimidine-4-carbonitrile FC1=C(C=CC=C1F)[C@@H]1CC[C@H]2OC3(C(N21)=O)CC(C3)OC3=CC(=NC=N3)C#N